OC(C)(C)C=1C(=CC2=C(N=C(O2)C2CCNCC2)C1)NC(C1=NC(=CC=C1)C(F)(F)F)=O N-(5-(2-hydroxypropan-2-yl)-2-(piperidin-4-yl)benzo[d]oxazol-6-yl)-6-(trifluoromethyl)picolinamide